BrC=1C(=C(C(=O)OC)C=C(C1)C#N)C methyl 3-bromo-5-cyano-2-methyl-benzoate